N-((2S,3S)-4,4-difluoro-3-hydroxy-1-(hydroxyamino)-3-methyl-1-oxobutan-2-yl)-4-((4-((1,1-dioxidothiomorpholino)methyl)-phenyl)ethynyl)benzamide FC([C@@]([C@@H](C(=O)NO)NC(C1=CC=C(C=C1)C#CC1=CC=C(C=C1)CN1CCS(CC1)(=O)=O)=O)(C)O)F